C(C1=CC(C(=O)OCC2(COC2)CC)=CC=C1)(=O)OCC1(COC1)CC bis[(3-ethyl-3-oxetanyl)methyl] isophthalate